C1=C(C=CC2=CC=CC=C12)CSC=1OC2=C(N1)C=CC=C2 2-((naphthalen-2-ylmethyl)thio)benzo[d]oxazole